OCC=1C=NN(C1)C1=CC=C(C=N1)S(=O)(=O)NC=1C(=CC=C2C=NN(C12)C)OC 6-(4-(HYDROXYMETHYL)-1H-PYRAZOL-1-YL)-N-(6-METHOXY-1-METHYL-1H-INDAZOL-7-YL)PYRIDINE-3-SULFONAMIDE